pyrimidine-3-carbonitrile N=1CN(C=CC1)C#N